[Ca+2].C(CCCCCCC\C=C/C\C=C/CCCCC)(=O)[O-].C(CCCCCCC\C=C/C\C=C/CCCCC)(=O)[O-] linoleic acid, calcium salt